((1S)-1-cyclohexyl-2-((2-(methylcarbamoyl)-2-(6-oxo-5,7-diazaspiro[2.5]oct-5-yl)-2,3-dihydro-1H-inden-5-yl) amino)-2-oxoethyl) carbamate C(N)(O[C@H](C(=O)NC=1C=C2CC(CC2=CC1)(N1CC2(CC2)CNC1=O)C(NC)=O)C1CCCCC1)=O